2,6-DIFLUORO-4-METHYLPHENYLBORONIC ACID FC1=C(C(=CC(=C1)C)F)B(O)O